BrC=1C=C(C=CC1F)N\C(=N/O)\C=1C(=NON1)SCCNS(=O)(=O)NC(OC(C)(C)C)=O tert-butyl (Z)-(N-(2-((4-(N-(3-bromo-4-fluorophenyl)-N'-hydroxycarbamimidoyl)-1,2,5-oxadiazol-3-yl)thio)ethyl)sulfamoyl)carbamate